4-[4-Chloro-3-(difluoromethyl)phenyl]-1-(1H-pyrazol-3-ylmethyl)pyrazole ClC1=C(C=C(C=C1)C=1C=NN(C1)CC1=NNC=C1)C(F)F